6-(3-cyanophenyl)-N-methyl-8-((4-morpholinophenyl)amino)imidazo[1,2-a]pyrazine-2-benzamide C(#N)C=1C=C(C=CC1)C=1N=C(C=2N(C1)C=C(N2)C2=CC=CC=C2C(=O)NC)NC2=CC=C(C=C2)N2CCOCC2